COC(=O)C=1NC2=CC=C(C(=C2C1C)C=1C(=NN(C1C)C)CO)Cl 5-Chloro-4-(3-(hydroxymethyl)-1,5-dimethyl-1H-pyrazol-4-yl)-3-methyl-1H-indole-2-carboxylic acid methyl ester